N-[(4-chlorophenyl)methyl][(4-{2-[3-(hydroxymethyl)-4-methylpiperazinyl]-2-oxoethyl}phenyl)amino]carboxamide ClC1=CC=C(C=C1)CNC(=O)NC1=CC=C(C=C1)CC(=O)N1CC(N(CC1)C)CO